NC=1C(=NC=NC1C(C)C)C(C)C 5-amino-4,6-diisopropylpyrimidine